4-(3-Iodo-6-methoxy-1-((2-(trimethylsilyl)ethoxy)methyl)-1H-pyrazolo[4,3-b]pyridin-5-yl)-2,3-dihydro-1H-indene-1-carbonitrile IC1=NN(C=2C1=NC(=C(C2)OC)C2=C1CCC(C1=CC=C2)C#N)COCC[Si](C)(C)C